tert-butyl-(S)-4-((3R,4R)-4-((tert-butyldiphenylsilyl)oxy)-3-methyltetrahydrofuran-3-yl)-3-methylpiperazine-1-carboxylate C(C)(C)(C)OC(=O)N1C[C@@H](N(CC1)[C@@]1(COC[C@@H]1O[Si](C1=CC=CC=C1)(C1=CC=CC=C1)C(C)(C)C)C)C